N-[2-(3-chlorophenyl)-2-methoxy-propyl]-3-cyclopentyl-propanamide ClC=1C=C(C=CC1)C(CNC(CCC1CCCC1)=O)(C)OC